2,3-diamino-2-butenedinitrile NC(C#N)=C(C#N)N